ClC1=NC=CC(=N1)NC1=NNC(=C1)C1(CC1)C 2-chloro-N-[5-(1-methylcyclopropyl)-1H-pyrazol-3-yl]pyrimidin-4-amine